N-[4-(2-formylaminoacetyl)-5-methoxy-2-phenoxyphenyl]methanesulfonamide C(=O)NCC(=O)C1=CC(=C(C=C1OC)NS(=O)(=O)C)OC1=CC=CC=C1